FC1(CN(CC1)C1=NC=CC(=C1NC(=O)N1CCC2(CC1)COC1=C2C=CC=C1)C1=C(C=CC=C1)F)F N-[2-(3,3-difluoropyrrolidin-1-yl)-4-(2-fluoro-phenyl)-3-pyridyl]spiro[2H-benzofuran-3,4'-piperidine]-1'-carboxamide